C(CCl)NCCCl 2,2'-dichlorodiethylamine